C=CC1=CC=C(C=C1)S(=O)(=O)[O-].[Na+] sodium p-StyreneSulfonate